8,8-dimethyl-7-oxo-2-[1-(trifluoromethyl)cyclohexane-1-carbonyl]-2-azaspiro[3.5]non-5-ene-6-carbonitrile CC1(C(C(=CC2(CN(C2)C(=O)C2(CCCCC2)C(F)(F)F)C1)C#N)=O)C